6-(2-{[4-(methanesulfonylmethyl)phenyl]amino}-5H,6H,7H,8H-pyrido[3,4-d]pyrimidin-7-yl)-7-methyl-1H,2H-[1,3]oxazolo[5,4-b]pyridin-2-one CS(=O)(=O)CC1=CC=C(C=C1)NC=1N=CC2=C(N1)CN(CC2)C=2C(=C1C(=NC2)OC(N1)=O)C